methyl-(E)-2-(3-chloro-2-methyl-phenyl)-3-methoxy-prop-2-enoate COC(\C(=C\OC)\C1=C(C(=CC=C1)Cl)C)=O